3,4-dihydro-3-methyl-4-oxo-imidazo[5,1-d]-1,2,3,5-tetrazine-8-carboxylic acid CN1N=NC=2N(C1=O)C=NC2C(=O)O